C[SH+]CC1=CC=C(C=C1)O methyl-p-hydroxyphenylmethylsulfonium